4,5-diphenyl-carbazole C1(=CC=CC=C1)C1=CC=CC=2NC3=CC=CC(=C3C12)C1=CC=CC=C1